[N+](=O)([O-])C1=C(C=C(C=C1)N1CCOCC1)C(F)(F)F 4-(4-Nitro-3-(trifluoromethyl)phenyl)morpholine